4-(1-(4-aminophenyl)ethyl)phenol NC1=CC=C(C=C1)C(C)C1=CC=C(C=C1)O